C(=C)C1=[N+](C=CC=C1)[O-] vinyl-pyridine-N-oxide